O=C(CCC1CN(CCC1)C(=O)OC(C)(C)C)NC1=CC=CC=C1 tert-butyl 3-(3-oxo-3-(phenylamino) propyl)piperidine-1-carboxylate